N6-(2,4-dimethoxybenzyl)pyrimidine-4,6-diamine COC1=C(CNC2=CC(=NC=N2)N)C=CC(=C1)OC